COC1=CC=C(C=2NC(=NC21)C)OC 4,7-dimethoxy-2-methyl-1H-benzoimidazole